[N+](=O)([O-])C=1C=C(C=CC1)S(=O)(=O)N1CCC=2C1=CN=CC2C2=CC=C(C#N)C=C2 4-(1-((3-nitrophenyl)sulfonyl)-2,3-dihydro-1H-pyrrolo[2,3-c]pyridin-4-yl)benzonitrile